5-(7-(cyclopropanecarboxamido)-1-cyclopropyl-2,6-naphthyridin-3-yl)-4-methylpicolinic acid C1(CC1)C(=O)NC1=NC=C2C=C(N=C(C2=C1)C1CC1)C=1C(=CC(=NC1)C(=O)O)C